C(C)(C)(C)OC(=O)N1C(N(CC1C1=CC=C(C=C1)C#CC1=CC=C(C=C1)CC1=CC=CC=C1)CC1=NC=NC(=C1OCC1=CC=CC=C1)OCC1=CC=CC=C1)=O 3-((5,6-bis(benzyloxy)pyrimidin-4-yl)methyl)-5-(4-((4-(Phenylmethyl)phenyl)ethynyl)phenyl)-2-oxoimidazoline-1-carboxylic acid tert-butyl ester